CNC1COCC1 N-methyltetrahydro-furan-3-amine